BrC=1N(C2=CC=CC=C2C1C=O)CCOCC 2-bromo-1-(2-ethoxyethyl)-1H-indole-3-carboxaldehyde